3-(2-chlorophenyl)-1-(2,2-dimethyl-2,3-dihydrobenzofuran-5-yl)-2-propen-1-one ClC1=C(C=CC=C1)C=CC(=O)C=1C=CC2=C(CC(O2)(C)C)C1